O[C@H]1C(N(CC1)C1C(CN(CC1)C1=NC=C(C=N1)C(F)(F)F)C(=O)O)=O 4-((R)-3-hydroxy-2-oxopyrrolidin-1-yl)-1-(5-(trifluoromethyl)pyrimidin-2-yl)piperidine-3-carboxylic acid